(5-amino-1,3,4-oxadiazol-2-yl)dinitromethane potassium salt [K].NC1=NN=C(O1)C([N+](=O)[O-])[N+](=O)[O-]